C(C)(C)N1C(=NN=C1)C1=CC=C(C(=N1)N)[N+](=O)[O-] 6-(4-isopropyl-4H-1,2,4-triazol-3-yl)-3-nitropyridin-2-amine